C(CCC)[C@@]1(CS(C2=C([C@H](N1)C1=CC=CC=C1)C=C(C=C2)OC)(=O)=O)CC (3R,5R)-3-butyl-3-ethyl-7-(methoxy)-1,1-dioxo-5-phenyl-2,3,4,5-tetrahydro-1,4-benzothiazepine